N1(CCCCC1)C(=O)C1CCC1 cyclobutyl (1-piperidinyl) ketone